BrC1=C(C=C(C=C1)C=1NC=C(N1)C(F)(F)F)F 2-(4-bromo-3-fluorophenyl)-4-(trifluoromethyl)-1H-imidazole